C(C)(C)(C)C1=C(O)C=C(C(=C1)O)C(C)(C)C 2,5-ditertiary butyl-hydroquinone